tert-butyl N-ethyl-N-[1-[7-[(8-ethyl-6-methyl-imidazo[1,2-a]pyrazin-2-yl)carbamoyl]-6-fluoro-2-methyl-indazol-4-yl]-4-piperidyl]carbamate C(C)N(C(OC(C)(C)C)=O)C1CCN(CC1)C=1C2=CN(N=C2C(=C(C1)F)C(NC=1N=C2N(C=C(N=C2CC)C)C1)=O)C